N-{(S)-1-[4-((S)-Pyrrolidin-3-ylamino)-phenyl]-ethyl}-3-[3-(4-trifluoromethoxy-benzyl)-3H-imidazo[4,5-b]pyridin-2-yl]-propionamide N1C[C@H](CC1)NC1=CC=C(C=C1)[C@H](C)NC(CCC1=NC=2C(=NC=CC2)N1CC1=CC=C(C=C1)OC(F)(F)F)=O